3,3-difluoro-5-hydroxy-4-methoxypiperidine-1-carboxylic acid tert-butyl ester C(C)(C)(C)OC(=O)N1CC(C(C(C1)O)OC)(F)F